4-[({3-[(3-ethyloxetan-3-yl)methoxy]pyridin-4-yl}methyl)amino]-N-(3-fluoro-2-methoxyphenyl)-2-oxo-1,2,5,6-tetrahydropyridine-3-carbothioamide C(C)C1(COC1)COC=1C=NC=CC1CNC1=C(C(NCC1)=O)C(NC1=C(C(=CC=C1)F)OC)=S